C1(=CC=CC2=CC=CC=C12)N1C(=O)C2C3C=CC(C2C1=O)C3 N-naphthyl-5-norbornene-2,3-dicarboximide